[Na].COS(=O)(=O)C1=CC=CC2=CC=CC=C12 methylnaphthalenesulfonate sodium salt